BrC=1C=C2CC(N(C2=CC1)CCCOC)=O 5-bromo-1-(3-methoxypropyl)indolin-2-one